COCCCO[SiH2]CCNC(=O)N N-(3-methoxypropyloxysilylethyl)urea